2-hydroxybenzene-boronic acid OC1=C(C=CC=C1)B(O)O